C(C)(C)(C)OC(=O)N1C[C@H](CC1)NC=1OC2=C(N1)C=C(C=C2)Br.C(C)C=2C(NC=1C=C(C=NC1C2)CN2CCN(CC2)C=2C=CC(=NC2)C(=O)N)=O 5-(4-((7-ethyl-6-oxo-5,6-dihydro-1,5-naphthyridin-3-yl)methyl)piperazin-1-yl)picolinamide Tert-butyl-(S)-3-((5-bromobenzo[d]oxazol-2-yl)amino)pyrrolidine-1-carboxylate